N-(4-tert-butylphenyl)thiourea C(C)(C)(C)C1=CC=C(C=C1)NC(=S)N